tert-butyl (3R,4R)-4-((7-((tert-butoxycarbonyl)(3-cyano-5-methylphenyl)amino)-3-cyclobutylpyrazolo[1,5-a]pyrimidin-5-yl)aminomethyl)-3-hydroxypiperidine-1-carboxylate C(C)(C)(C)OC(=O)N(C1=CC(=NC=2N1N=CC2C2CCC2)NC[C@@H]2[C@H](CN(CC2)C(=O)OC(C)(C)C)O)C2=CC(=CC(=C2)C)C#N